3-Phenyl-3-(4-morpholinophenyl)-6-methoxy-7-(3-(2-hydroxycarbonylethyl)carboxymethylenpiperidin-1-yl)-13,13-dimethyl-3H,13H-indeno[2',3':3,4]-naphtho[1,2-b]pyran C1(=CC=CC=C1)C1(C=CC2=C(O1)C=1C=C(C(=CC1C1=C2C(C2=CC=CC=C21)(C)C)N2C(C(CCC2)CCC(=O)O)=CC(=O)O)OC)C2=CC=C(C=C2)N2CCOCC2